O1CCOC12CCC(CC2)N2C=NC1=CC=C(C=C1C2=O)OC2=C(C#N)C(=CC=C2F)F 2-[3-(1,4-dioxaspiro[4.5]decan-8-yl)-4-oxo-quinazolin-6-yl]oxy-3,6-difluoro-benzonitrile